piperidin-1-yl-(piperidin-4-yl)methanone N1(CCCCC1)C(=O)C1CCNCC1